C(#N)C1=CC=C(C=C1)C=1C=C2N(N=CC=C2)C1C1=CC=C(C=C1)C 6-(4-Cyanophenyl)-7-(p-tolyl)pyrrolo[1,2-b]pyridazine